C1(CC1)S(=O)(=O)C1=C(C=CC(=C1)NC1=NNC(=C1)C)C=1SC2=C(N1)CCC(C2)N (2-(cyclopropylsulfonyl)-4-((5-methyl-1H-pyrazol-3-yl)amino)phenyl)-4,5,6,7-tetrahydrobenzo[d]thiazol-6-amine